Tert-Butyl (1S,2S)-2-{[(chloromethoxy)carbonyl]oxy}cyclopentyl (2E)-but-2-enedioate C(\C=C\C(=O)O[C@@H]1[C@H](CCC1)OC(=O)OCCl)(=O)OC(C)(C)C